6-(4-isopropyl-3-(4,4,5,5-tetramethyl-1,3,2-dioxaborolan-2-yl)-1-((2-(trimethylsilyl)ethoxy)methyl)-1H-pyrazol-5-yl)-8-methoxy-[1,2,4]triazolo[1,5-a]pyridine C(C)(C)C=1C(=NN(C1C=1C=C(C=2N(C1)N=CN2)OC)COCC[Si](C)(C)C)B2OC(C(O2)(C)C)(C)C